CS(=O)(=O)P1=NP=NP=N1 (methanesulfonyl)cyclotriphosphazene